O=C1N(N=NN1CCNC(CC1=NNC(C2=CC=CC=C12)=O)=O)C1=CC=CC=C1 N-[2-(5-oxo-4-phenyltetrazol-1-yl)ethyl]-2-(4-oxo-3H-phthalazin-1-yl)acetamide